2-(5-Cyanobenzo[d]isoxazol-3-yl)-5-ethyl-2-methoxybenzenesulfonamide C(#N)C=1C=CC2=C(C(=NO2)C2(C(C=C(C=C2)CC)S(=O)(=O)N)OC)C1